FC(C1=CC=CC(=N1)NC(=S)N)(F)F [6-(trifluoromethyl)-2-pyridinyl]Thiourea